(3S)-3-methyl-4-[(4-methyl-2-pyridinyl)methyl]piperazine-1-carboxylic acid tert-butyl ester C(C)(C)(C)OC(=O)N1C[C@@H](N(CC1)CC1=NC=CC(=C1)C)C